(S)-1-(2-(4-chlorophenyl)-2-hydroxyethyl)-3-hydroxy-2-methylpyridin ClC1=CC=C(C=C1)C(CN1[C@H](C(=CC=C1)O)C)O